O.Cl.CO[C@@H]1CNC[C@@H]1C (3S,4S)-3-methoxy-4-methyl-pyrrolidine hydrochloride hydrate